(1-(2-chloro-2-fluoroacetyl)2-((S)-2-(2-((3-methoxyphenyl)amino)acetamido)-4-methylpentanoyl)hydrazinyl)propanamide ClC(C(=O)N(NC([C@H](CC(C)C)NC(CNC1=CC(=CC=C1)OC)=O)=O)C(C(=O)N)C)F